NC1=CC=C(C=N1)N1CCN(CC1)C(=O)C1=CC(=C(C=N1)C=1C=NC(=CC1)C(F)(F)F)OC [4-(6-Amino-pyridin-3-yl)-piperazin-1-yl]-(4-methoxy-6'-trifluoromethyl-[3,3']bipyridinyl-6-yl)-methanone